NCC1CCN(CC1)C1=CC=C(N=N1)C(=O)NC1CCC(CC1)OC1=CC(=C(C=C1)C#N)Cl 6-(4-(aminomethyl)piperidin-1-yl)-N-((1r,4r)-4-(3-chloro-4-cyanophenoxy)cyclohexyl)pyridazine-3-carboxamide